C(C)OC(=O)C1=C(OC2=C1C=C(C=C2)O[Si](C)(C)C(C)(C)C)C=O.NC2=CC=C(C=C2)C=2C(=C(C=CC2)C2=CC=C(C=C2)N)C2=CC=C(C=C2)N tri(4-aminophenyl)benzene ethyl-5-((tert-butyldimethylsilyl)oxy)-2-formylbenzofuran-3-carboxylate